tert-butyl (4-amino-3-trifluoromethylbenzyl)carbamate NC1=C(C=C(CNC(OC(C)(C)C)=O)C=C1)C(F)(F)F